Fmoc-β-homoalanine C(=O)(OCC1C2=CC=CC=C2C2=CC=CC=C12)N[C@@H](C)CC(=O)O